C(C)OC(C(F)(F)C1=C(C=C(C=C1)Cl)C)=O 2-(4-chloro-2-methylphenyl)-2,2-difluoroacetic acid ethyl ester